(4-(5-(pyrrolidin-1-ylmethyl)thiophen-2-yl)phenyl)methanamine N1(CCCC1)CC1=CC=C(S1)C1=CC=C(C=C1)CN